FC1=CC(=C(C=C1)N1CN(C(C2=CC=C(C=C12)C(F)(F)F)=O)C=1C(=NC(=CC1)OC)C(C)C)C 1-(4-Fluoro-2-methylphenyl)-3-(2-isopropyl-6-methoxypyridin-3-yl)-7-(trifluoromethyl)-2,3-dihydroquinazolin-4(1H)-one